C1(CC1)C=1C(=C2C=NN(C2=CC1C)C1OCCCC1)B(O)O (5-cyclopropyl-6-methyl-1-(tetrahydro-2H-pyran-2-yl)-1H-indazol-4-yl)boronic acid